CC(CCC1C(N(CC1)C=1N=C2N3C(CC(CCCN4C=CC(S(NC(C2=CC1)=O)(=O)=O)=N4)C3)(C)C)=O)(C)C 4-[3-(3,3-Dimethylbutyl)-2-oxopyrrolidin-1-yl]-20,20-dimethyl-10λ6-thia-1,3,9,14,22-pentaazatetracyclo[16.2.1.111,14.02,7]docosa-2,4,6,11(22),12-pentaene-8,10,10-trione